3-(5-(1-benzyl-piperidin-4-yl)-1-oxoisoindolin-2-yl)piperidine-2,6-dione C(C1=CC=CC=C1)N1CCC(CC1)C=1C=C2CN(C(C2=CC1)=O)C1C(NC(CC1)=O)=O